FC(C[C@@H](C(N[C@H](C=O)C[C@H]1C(NCC1)=O)=O)NC(OC(C(F)(F)C1=CC(=CC=C1)Cl)C1=CC=CC=C1)=O)F 2-(3-chlorophenyl)-2,2-difluoro-1-phenylethyl ((S)-4,4-difluoro-1-oxo-1-(((S)-1-oxo-3-((S)-2-oxopyrrolidin-3-yl)propan-2-yl)amino)butan-2-yl)carbamate